6-(3-chloro-1-isopropyl-1H-indazol-5-ylmethoxy)-3,4-dihydro-2H-naphthalene-1-one ClC1=NN(C2=CC=C(C=C12)COC=1C=C2CCCC(C2=CC1)=O)C(C)C